2-ethynyl-N-(3-nitrophenyl)thiazole-4-carboxamide C(#C)C=1SC=C(N1)C(=O)NC1=CC(=CC=C1)[N+](=O)[O-]